6-(((cyclopropylmethyl)amino)methyl)-2-(3-((1r,3r)-3-methoxy-1-(4-methyl-4H-1,2,4-triazol-3-yl)cyclobutyl)phenyl)-4-(trifluoromethyl)isoindolin-1-one C1(CC1)CNCC1=CC(=C2CN(C(C2=C1)=O)C1=CC(=CC=C1)C1(CC(C1)OC)C1=NN=CN1C)C(F)(F)F